3,6-dichloro-o-anisate ClC1=C(C(C(=O)[O-])=C(C=C1)Cl)OC